phosphorus copper tin [Sn].[Cu].[P]